tin-silver-indium-bismuth [Bi].[In].[Ag].[Sn]